2-(2-fluorophenyl)-6-methyl-4-(4,4,5,5-tetramethyl-1,3,2-dioxaborolan-2-yl)-1-tosyl-1,6-dihydro-7H-pyrrolo[2,3-c]pyridin FC1=C(C=CC=C1)C1=CC2=C(CN(C=C2B2OC(C(O2)(C)C)(C)C)C)N1S(=O)(=O)C1=CC=C(C)C=C1